FC1=C(C=C(C=C1)C(F)(F)F)C1=C(NC=2C1=NC=CC2)C2=C(C=NC=C2)OCCN(S(=O)(=O)C=C)C N-{2-[(4-{3-[2-fluoro-5-(trifluoromethyl)phenyl]-1H-pyrrolo[3,2-b]pyridin-2-yl}pyridin-3-yl)oxy]ethyl}-N-methylethenesulfonamide